FC(C=1C=C(C=CC1)SC1=CC=C(O1)C=O)(F)F (5-((3-(trifluoromethyl)phenyl)thio)furan-2-yl)methanone